CN1N=C(C(=C1O[C@H](CNCC)C)C=1C=C2C(=C(N1)C)N(N=C2C=C)C2OCCCC2)C (2S)-2-((1,3-dimethyl-4-(7-methyl-1-(tetrahydro-2H-pyran-2-yl)-3-vinyl-1H-pyrazolo[3,4-c]pyridin-5-yl)-1H-pyrazol-5-yl)oxy)-N-ethylpropan-1-amine